C(=O)(O)CN1CCN(CCN(CC1)CC(=O)O)CC1=[N+](C=CC2=CC=CC=C12)[O-] 1-((4,7-bis(carboxymethyl)-1,4,7-triazonan-1-yl)methyl)isoquinoline 2-oxide